N-(2-((1S,4S)-2-oxa-5-azabicyclo[2.2.1]heptan-5-yl)-5-((6-((R)-3-(4-fluoro-3-(trifluoromethyl)phenyl)isoxazolidin-2-yl)pyrimidin-4-yl)amino)-4-methoxyphenyl)acrylamide [C@@H]12OC[C@@H](N(C1)C1=C(C=C(C(=C1)OC)NC1=NC=NC(=C1)N1OCC[C@@H]1C1=CC(=C(C=C1)F)C(F)(F)F)NC(C=C)=O)C2